O[C@H]1[C@@H](O)[C@@H](O)[C@H](O1)[C@@H](O)CO alpha-L-gulfuranose